7-((1-(1-(1-(4-amino-2-fluorophenyl)piperidin-4-yl)azetidin-3-yl)piperidin-4-yl)methoxy)-5-fluoro-2-(((tetrahydro-2H-pyran-4-yl)thio)methyl)quinazolin-4(3H)-one NC1=CC(=C(C=C1)N1CCC(CC1)N1CC(C1)N1CCC(CC1)COC1=CC(=C2C(NC(=NC2=C1)CSC1CCOCC1)=O)F)F